CC1C=NC=CC1=O 3-methylpyridin-4(3H)-one